FC(CON=C1C2=C(N=CN1)N(C=C2)[C@@H]2O[C@@H]([C@H]([C@H]2O)O)[C@H](O)C2=CC(=C(C=C2)Cl)Cl)F 7-((2R,3R,4S,5R)-5-((R)-(3,4-dichlorophenyl)(hydroxy)methyl)-3,4-dihydroxytetrahydrofuran-2-yl)-3,7-dihydro-4H-pyrrolo[2,3-d]pyrimidin-4-one O-(2,2-difluoroethyl) oxime